CN(C=1C=C(C=CC1)O)C M-dimethylaminophenol